ClC=1C=C2C(=C3C1NC(NC31CCCCC1)=O)OC(=N2)CNCC2=NC=C(C=C2F)F 5-chloro-2-({[(3,5-difluoropyridin-2-yl)methyl]amino}methyl)-7,8-dihydro-6H-spiro[[1,3]oxazolo[5,4-f]quinazoline-9,1'-cyclohexane]-7-one